C[C@@H]1CN[C@@H](C2=CC=C(C=C12)C(=O)OC)C1=CC=CC=C1 methyl (1R,4S)-4-methyl-1-phenyl-1,2,3,4-tetrahydroisoquinoline-6-carboxylate